CC1(CC2(C3=C(C=CC=C13)O)CC(C1=CC=CC(=C12)O)(C)C)C racemic-3,3,3',3'-tetramethyl-1,1'-spirobiindane-7,7'-diol